F[C@H]1CN(CC1)C(C)=O 1-[(3R)-3-fluoropyrrolidin-1-yl]ethanone